ClC1=CC(=C(C=C1)NC(=O)NCC=1C=C2CN(C(C2=CC1)=O)C1C(NC(CC1)=O)=O)O 1-(4-chloro-2-hydroxyphenyl)-3-((2-(2,6-dioxopiperidin-3-yl)-1-oxoisoindolin-5-yl)methyl)urea